tert-butyl 4-((S)-4-((benzyloxy) carbonyl)-3-(cyanomethyl) piperazin-1-yl)-2-(methyl (((S)-1-methylpyrrolidin-2-yl) methyl) amino)-5,8-dihydropyrido[3,4-d]pyrimidine-7(6H)-carboxylate C(C1=CC=CC=C1)OC(=O)N1[C@H](CN(CC1)C=1C2=C(N=C(N1)N(C[C@H]1N(CCC1)C)C)CN(CC2)C(=O)OC(C)(C)C)CC#N